3-[(2R)-4-[4-chloro-2-(trifluoromethyl)benzoyl]-2-ethylpiperazin-1-yl]-6-(2-ethoxyphenyl)-N-[(3R)-1-methylpyrrolidin-3-yl]pyridine-2-carboxamide ClC1=CC(=C(C(=O)N2C[C@H](N(CC2)C=2C(=NC(=CC2)C2=C(C=CC=C2)OCC)C(=O)N[C@H]2CN(CC2)C)CC)C=C1)C(F)(F)F